COCCOCCOCCOC=1C=C(C(=O)NC2=CC=C(C=C2)\N=N\C2=CC=CC=C2)C=C(C1OCCOCCOCCOC)OCCOCCOCCOC (E)-3,4,5-Tris(2-(2-(2-Methoxyethoxy)Ethoxy)Ethoxy)-N-(4-(Phenyldiazenyl)Phenyl)Benzamide